FC1(CN(CC[C@H]1NC1=NN2C(C(=N1)OC)=C(C=C2)C2=CC=1N(C=C2)N=CC1)C1COC1)F (R)-N-(3,3-Difluoro-1-(oxetan-3-yl)piperidin-4-yl)-4-methoxy-5-(pyrazolo[1,5-a]pyridin-5-yl)pyrrolo[2,1-f][1,2,4]triazin-2-amine